O1N=C(C=C1)C=1N=C(C2=C(N1)SC(=C2)C)NCCCC2=CC=C(C=C2)C2=CC=C(C=C2)C(F)(F)F 2-(isoxazol-3-yl)-6-methyl-N-(3-(4'-(trifluoromethyl)-[1,1'-biphenyl]-4-yl)propyl)thieno[2,3-d]pyrimidin-4-amine